C(C)(=O)N1CCN(CC1)CCN1SC(N(C1=O)CC1=CC=CC=C1)=O (2-(4-acetylpiperazin-1-yl)ethyl)-4-benzyl-1,2,4-thiadiazolidine-3,5-dione